FC1=C(OC2CCN(CC2)C=2N=C3C(=NC2C=2C=NN(C2)C)C=NC(=C3)C(C(C)(C)O)=O)C=CC(=C1)F 1-(2-(4-(2,4-difluorophenoxy)piperidin-1-yl)-3-(1-methyl-1H-pyrazol-4-yl)pyrido[3,4-b]pyrazin-7-yl)-2-hydroxy-2-methylpropan-1-one